BrC1=CC=C(C=2CCCCC12)NC(C=NO)=O N-(4-bromo-5,6,7,8-tetrahydronaphthalen-1-yl)-2-(hydroxyimino)acetamide